4-(4-((5-(bromomethyl)-6-fluoropyridin-2-yl)thio)piperidin-1-yl)-3-fluorobenzonitrile BrCC=1C=CC(=NC1F)SC1CCN(CC1)C1=C(C=C(C#N)C=C1)F